O1CCN(CC1)CCN1C=NC2=CC=C(C=C2C1=O)C=1C=CC2=C(NC(=N2)NC(=O)C2CC2)C1 N-(6-(3-(2-morpholinoethyl)-4-oxo-3,4-dihydroquinazolin-6-yl)-1H-benzo[d]imidazol-2-yl)cyclopropylcarboxamide